5-Chloroindenone ClC=1C=C2C=CC(C2=CC1)=O